dibromo[2,6-bis[4-(S)-tert-butyl-2-oxazolyl]pyridine] cobalt [Co].BrC=1C=C(C(=NC1C=1OC=C(N1)C(C)(C)C)C=1OC=C(N1)C(C)(C)C)Br